N(=NC)C azodimethane